C(C)(C)(C)OC(=O)N1CCC(CC1)OCCOC1=CC=C(OC2=C(C=C3C=NN(C3=C2)C)C(=O)O)C=C1 6-[4-[2-[(1-tert-butoxycarbonyl-4-piperidyl)oxy]ethoxy]phenoxy]-1-methyl-indazole-5-carboxylic acid